NC1=NC=CC2=C1N=C(N2)C=2C=C(C=CC2)C#C[C@]2(C(N(CC2)C)=O)O (R)-3-[2-[3-(4-Amino-1H-imidazo[4,5-c]pyridin-2-yl)phenyl]ethynyl]-3-hydroxy-1-methyl-pyrrolidin-2-one